CC1=NC(=CC(=C1)C=1NC2=CC=C(C=C2C1C(C)C)C1CCN(CC1)C(CN1S(C=CC=CC1)(=O)=O)=O)C 1-(4-(2-(2,6-dimethylpyridin-4-yl)-3-isopropyl-1H-indol-5-yl)piperidin-1-yl)-2-(1,1-dioxido-1,2-thiazepin-2-yl)ethan-1-one